N-[2-(3-chloro-2-pyridyl)-2-(1-methylpyrazol-4-yl)propyl]-5-(2,4-difluorophenyl)isoxazole-3-carboxamide ClC=1C(=NC=CC1)C(CNC(=O)C1=NOC(=C1)C1=C(C=C(C=C1)F)F)(C)C=1C=NN(C1)C